CC1(OCC(OC1)COC=1C=NC=CC1CNC=1CCNC(C1C(NC1=C(C(=CC=C1)F)C)=S)=O)C 4-[[3-[(5,5-Dimethyl-1,4-dioxan-2-yl)methoxy]-4-pyridinyl]methylamino]-N-(3-fluoro-2-methyl-phenyl)-6-oxo-2,3-dihydro-1H-pyridine-5-carbothioic acid amide